Br.C(CC)N propanamine hydrobromide